2R-phenylpyrrolidine C1(=CC=CC=C1)[C@@H]1NCCC1